tetradecyl 3,5-dinitrobenzoate [N+](=O)([O-])C=1C=C(C(=O)OCCCCCCCCCCCCCC)C=C(C1)[N+](=O)[O-]